C(C)(=O)OC1CCC=2C1=NC=C(C2)C=2C(N(C1=CC(=NC=C1C2)NC(=O)C2CC2)C)=O 3-(7-(cyclopropanecarboxamido)-1-methyl-2-oxo-1,2-dihydro-1,6-naphthyridin-3-yl)-6,7-dihydro-5H-cyclopenta[b]pyridin-7-yl acetate